3-(3-Fluoro-4-hydroxyphenyl)-1-(4-methylsulfanylphenyl)prop-2-en-1-one FC=1C=C(C=CC1O)C=CC(=O)C1=CC=C(C=C1)SC